Cl.FC(OC1=CC=C(C=C1)C1=CN=C2N1C=CN=C2NC2=CC(=C(C(=O)N1CCN(CC1)C(=O)N[C@@H]1CNCC1)C=C2)C)F 4-[4-[[3-[4-(difluoromethoxy)phenyl]imidazo[1,2-a]pyrazin-8-yl]amino]-2-methyl-benzoyl]-N-[(3S)-pyrrolidin-3-yl]piperazine-1-carboxamide hydrochloride